pyrido[1,2-h][1,7]naphthyridine-9-carboxylate N1=CC=CC2=CCN3C(=C12)C=CC(=C3)C(=O)[O-]